O=C1NC(CCC1C=1C=C(C=NC1)NC1CCC(CC1)C(=O)O)=O (1r,4r)-4-((5-(2,6-dioxopiperidin-3-yl)pyridin-3-yl)amino)cyclohexane-1-carboxylic acid